(6-(3-carbamoylpyridin-1(4H)-yl)-2,2-dimethyltetrahydrofuro[3,4-d][1,3]dioxol-4-yl)methyl methyl (3-(pentadecyloxy)propyl) phosphate P(=O)(OCC1OC(C2OC(OC21)(C)C)N2C=C(CC=C2)C(N)=O)(OC)OCCCOCCCCCCCCCCCCCCC